3-aminobutyl(diethoxymethylsilane) NC(CC[SiH2]C(OCC)OCC)C